N,N'-(1,4-Phenylenebis(methylene))bis(N-methylaniline) C1(=CC=C(C=C1)CN(C1=CC=CC=C1)C)CN(C1=CC=CC=C1)C